C(C)(C)(C)OC(=O)N([C@@H]1C[C@H](NC1)C(=O)O)CC (2S,4R)-4-((tert-butoxycarbonyl)(ethyl)amino)pyrrolidine-2-carboxylic acid